C(C)(C)OC=1C=C(C=C(C1)OC(C)C)O 3,5-diisopropyloxyphenol